N-(diphenylmethylene)-3-(trifluoromethoxy)phenylalanine ethyl ester C(C)OC([C@@H](N=C(C1=CC=CC=C1)C1=CC=CC=C1)CC1=CC(=CC=C1)OC(F)(F)F)=O